FC1=C(C(=CC=C1)F)C1=C(CCC(N1CC)=O)C=1SC=CC1 6-(2,6-difluorophenyl)-1-ethyl-5-(thiophen-2-yl)-3,4-dihydropyridin-2(1H)-one